3-(benzyloxy)-6-bromo-1-fluoronaphthalen-2-amine C(C1=CC=CC=C1)OC=1C(=C(C2=CC=C(C=C2C1)Br)F)N